C(#N)C=1C=NN2C1C(=CC(=C2)OCC)C=2C=CC(=NC2)N2CCC(CC2)(C(=O)NCC(C)C)CN2C[C@@H](CC2)OC (R)-1-(5-(3-cyano-6-ethoxypyrazolo[1,5-a]pyridin-4-yl)pyridin-2-yl)-N-isobutyl-4-((3-methoxypyrrolidin-1-yl)methyl)piperidine-4-carboxamide